CNCC1=C2C(=NC=C1)SC=C2 N-methyl-1-(thieno[2,3-b]pyridin-4-yl)methylamine